(S)-3-((3-CHLORO-5-METHYLBENZYL)AMINO)-N-((6,7-DIHYDRO-5H-PYRROLO[3,4-B]PYRIDIN-3-YL)METHYL)-4-OXO-4,6,7,8-TETRAHYDROPYRROLO[1,2-A]PYRIMIDINE-6-CARBOXAMIDE ClC=1C=C(CNC2=CN=C3N(C2=O)[C@@H](CC3)C(=O)NCC=3C=C2C(=NC3)CNC2)C=C(C1)C